C1(CC1)OC=1C(=CC(=C(C1)C1C(CN(CC1)C)(F)F)C)[N+](=O)[O-] 4-(5-cyclopropoxy-2-methyl-4-nitrophenyl)-3,3-difluoro-1-methyl-piperidine